methyl N-[5-[6-[(4-fluorophenyl)-(2-methoxyethyl)carbamoyl]imidazo[1,2-a]pyridin-3-yl]-2-pyridyl]carbamate FC1=CC=C(C=C1)N(C(=O)C=1C=CC=2N(C1)C(=CN2)C=2C=CC(=NC2)NC(OC)=O)CCOC